FC1=C(C=CC(=C1)F)C1=NC(=NC2=NC(=C(N=C12)C)C)N1CC(C(CC1)(F)F)C=1C=CC(N(C1)C)=O 5-[1-[4-(2,4-difluorophenyl)-6,7-dimethyl-pteridin-2-yl]-4,4-difluoro-3-piperidyl]-1-methyl-pyridin-2-one